C(CCC)P([O-])=O Butylphosphinate